BrC=1C2=C(N(C(CC1C=1OC(=NN1)C1CC1)=O)C([2H])([2H])C1=CC(=C(C=C1)C)F)C=CC=C2 5-bromo-4-(5-cyclopropyl-1,3,4-oxadiazol-2-yl)-1-((3-fluoro-4-methylphenyl)methyl-d2)-1,3-dihydro-2H-benzo[b]azepin-2-one